p-methylstyrene-acetophenone CC1=CC=C(C=C1)C(CC=CC1=CC=CC=C1)=O